4-[2-chloro-7-[3-(methoxymethoxy)-1-naphthyl]-8-methyl-quinazolin-4-yl]-1,4-oxazepan-5-one ClC1=NC2=C(C(=CC=C2C(=N1)N1CCOCCC1=O)C1=CC(=CC2=CC=CC=C12)OCOC)C